The molecule is a trimethoxyflavone that is the 5,6,7-trimethyl ether derivative of baicalein. It has been isolated from the plant Callicarpa japonica and has been shown to exhibit antiviral activity. It has a role as a plant metabolite and an anti-HSV-1 agent. It derives from a baicalein. COC1=C(C(=C2C(=C1)OC(=CC2=O)C3=CC=CC=C3)OC)OC